C(C)S(=O)(=O)C1=C(N=C2N1C=C(C=C2)OC(C#N)(C)C)N2C(C1=CC(=CC=C1C2)OC(F)(F)F)=O 2-[3-ethylsulfonyl-2-[1-oxo-6-(trifluoromethoxy)isoindolin-2-yl]imidazo[1,2-a]pyridin-6-yl]oxy-2-methyl-propionitrile